ethyl 2-{[(tert-butoxy) carbonyl] (methyl) amino}-5-[(2S)-3-(2-fluoro-4-iodophenoxy)-2-methylpropyl]-1,3-thiazole-4-carboxylate C(C)(C)(C)OC(=O)N(C=1SC(=C(N1)C(=O)OCC)C[C@@H](COC1=C(C=C(C=C1)I)F)C)C